2-(3-(2,6-dichlorobenzyloxy)phenoxy)ethanamine ClC1=C(COC=2C=C(OCCN)C=CC2)C(=CC=C1)Cl